Cyanomethyl formate C(=O)OCC#N